tert-butyl N-(3-iodo-6,7-dihydro-5H-thieno[3,2-b]pyran-6-yl)-N-methyl-carbamate IC1=CSC2=C1OCC(C2)N(C(OC(C)(C)C)=O)C